octadecaneOne CC(CCCCCCCCCCCCCCCC)=O